ClC1=C(C=CC(=C1)C#N)C1(CCC=2N1C=NC2)C(=O)OCCCC butyl 5-(2-chloro-4-cyanophenyl)-6,7-dihydro-5H-pyrrolo[1,2-c]imidazole-5-carboxylate